(4S,5R)-2-(4-tert-butyl-2-ethoxyphenyl)-4,5-bis(4-chlorophenyl)-4,5-dimethylimidazol C(C)(C)(C)C1=CC(=C(C=C1)C=1N[C@]([C@](N1)(C)C1=CC=C(C=C1)Cl)(C)C1=CC=C(C=C1)Cl)OCC